COC1=CC(=C(C=C1NC1=NC=NC(=C1)N1OCC[C@@H]1C1=CC(=CC=C1)OC1=CC=CC=C1)NC(C=C)=O)N1CC(N(CC1)C)=O (R)-N-(4-methoxy-2-(4-methyl-3-oxopiperazin-1-yl)-5-((6-(3-(3-phenoxyphenyl)-isoxazolidin-2-yl)-pyrimidin-4-yl)-amino)phenyl)-acrylamide